((2-chloro-4-(trifluoromethyl)phenoxy)methyl)-4-cyano-pyridine-2-carboxylic acid ClC1=C(OCC=2C(=NC=CC2C#N)C(=O)O)C=CC(=C1)C(F)(F)F